NC1CCC(CC1)COC=1C(=NC=NC1)C=1C=NN(C1)C=1C(=C(C=CC1)O)F (4-(5-(((1s,4s)-4-aminocyclohexyl)-methoxy)pyrimidin-4-yl)-1H-pyrazol-1-yl)-2-fluorophenol